C1(CCCC1)N1C2=NC(=NC=C2N=C1NC1=CC=CC=C1)NC1=CC=C(C=C1)N1CCC(CC1)N1CCN(CC1)CC=1C=C2CN(C(C2=C(C1)F)=O)C1C(NC(CC1)=O)=O 3-(5-((4-(1-(4-((9-cyclopentyl-8-(phenylamino)-9H-purin-2-yl)amino)phenyl)piperidin-4-yl)piperazin-1-yl)methyl)-7-fluoro-1-oxoisoindolin-2-yl)piperidine-2,6-dione